N-[(1S)-1-[[(1S)-2-amino-2-oxo-1-[[(3S)-2-oxo-3-piperidyl]methyl]ethyl]carbamoyl]-3,3-dimethyl-butyl]-4-[2-(2-methoxyethoxy)ethoxy]-1H-indole-2-carboxamide NC([C@H](C[C@H]1C(NCCC1)=O)NC(=O)[C@H](CC(C)(C)C)NC(=O)C=1NC2=CC=CC(=C2C1)OCCOCCOC)=O